3,4-dihydroxyphenyl-2-propanone OC=1C=C(C=CC1O)CC(C)=O